CN1N=C(N=N1)C1=CC=C(C(=O)N2CCC3(C(C3)CNC(=O)C3=CC=4C(=CN=CC4)O3)CC2)C=C1 N-[[6-[4-(2-methyltetrazol-5-yl)benzoyl]-6-azaspiro[2.5]octan-2-yl]methyl]furo[2,3-c]pyridine-2-carboxamide